4-((1-(2-fluoroethyl)-3-(1-methyl-1H-pyrazol-4-yl)piperidin-4-yl)methyl)-5,7-dimethyl-1H-indole FCCN1CC(C(CC1)CC1=C2C=CNC2=C(C=C1C)C)C=1C=NN(C1)C